1H-pyrazole-3-carboxamide, monohydrochloride Cl.N1N=C(C=C1)C(=O)N